C(#N)C(=C[C@H]1C([C@@H]1C(=O)OCC1=C(C(=CC(=C1F)F)F)CC)(C)C)C 2-ethyl-3,5,6-trifluorobenzyl (1R)-trans-3-(2-cyano-1-propenyl)-2,2-dimethylcyclopropanecarboxylate